(1-ethoxycyclopropyl)oxytrimethylsilane C(C)OC1(CC1)O[Si](C)(C)C